tert-butyl (2-chloro-5-(difluoromethoxy)pyridin-4-yl)carbamate ClC1=NC=C(C(=C1)NC(OC(C)(C)C)=O)OC(F)F